4-(trans-2-aminocyclopropyl)benzoic acid N[C@H]1[C@@H](C1)C1=CC=C(C(=O)O)C=C1